C(C1=CC=CC=C1)OCCNC=1C(=CC(=C(C1)CC)Cl)N N1-(2-(benzyloxy)ethyl)-4-chloro-5-ethylbenzene-1,2-diamine